N-(4-{[6-(5-Chloro-2-Fluorophenyl)Pyridazin-4-yl]Amino}Pyridin-2-yl)-3-[Methyl(Oxetan-3-yl)Amino]Propanamid ClC=1C=CC(=C(C1)C1=CC(=CN=N1)NC1=CC(=NC=C1)NC(CCN(C1COC1)C)=O)F